6-methyl-4-(1-phenylethyl)-2-(1H-pyrazol-4-yl)-1-tosyl-1,6-dihydro-7H-pyrrolo[2,3-c]pyridin-7-one CN1C(C2=C(C(=C1)C(C)C1=CC=CC=C1)C=C(N2S(=O)(=O)C2=CC=C(C)C=C2)C=2C=NNC2)=O